O1N=C(C2=C1C=CC=C2)C2CCN(CC2)CCN2C(C=1N(CC2)C=C(C1)C)=O 2-[2-(4-benzo[d]isoxazol-3-yl-piperidin-1-yl)-ethyl]-7-methyl-3,4-dihydro-2H-pyrrolo[1,2-a]pyrazin-1-one